CN(C)CC1=C(C(=C2N(C1=O)C(CS2)C(=O)O)C2=CC(=CC=C2)C(F)(F)F)CC2=CC=CC1=CC=CC=C21 6-((dimethylamino)methyl)-7-(naphthalen-1-ylmethyl)-5-oxo-8-(3-(trifluoromethyl)phenyl)-2,3-dihydro-5H-thiazolo[3,2-a]pyridine-3-carboxylic acid